CC=1N=C(C2=C(N1)N(C=C2)CC(=O)NC2=NC=C(C=C2)C2=NC=CN=C2)C2=CC(=NC=C2)C 2-[2-methyl-4-(2-methyl-4-pyridyl)pyrrolo[2,3-d]pyrimidin-7-yl]-N-(5-pyrazin-2-yl-2-pyridyl)acetamide